CN1C(=NC2=C(N=C(N=C2C2=CC=C(C#N)C=C2)N2C[C@@H](O[C@@H](C2)C=2C=NN(C2)C)C)C1=O)C(F)(F)F 4-(7-methyl-2-((2S,6R)-2-methyl-6-(1-methyl-1H-pyrazol-4-yl)morpholino)-8-oxo-6-(trifluoromethyl)-7,8-dihydropyrimido[5,4-d]pyrimidin-4-yl)benzonitrile